COC(CCC1CCN(CC1)C1=C(C=C(C=C1)[N+](=O)[O-])F)OC 4-(3,3-dimethoxypropyl)-1-(2-fluoro-4-nitrophenyl)piperidine